3-methyl-3-oxetanemethanol 2-hydroxylethyl-methacrylate OCCC=C(C(=O)OCC1(COC1)C)C